8-(2,4-dihydroxyphenylthio)guanosine OC1=C(C=CC(=C1)O)SC=1N([C@H]2[C@H](O)[C@H](O)[C@@H](CO)O2)C=2N=C(NC(C2N1)=O)N